2-methacryloylthioethylthio-5-n-pentylthio-1,3,4-thiadiazole C(C(=C)C)(=O)SCCSC=1SC(=NN1)SCCCCC